C1(CC1)C1=C(C(=NO1)C1=C(C=CC=C1Cl)Cl)CO[C@@H]1C[C@@H](N(CC1)C(=O)OC(C)(C)C)C (2S,4S)-tert-butyl 4-((5-cyclopropyl-3-(2,6-dichlorophenyl)isoxazol-4-yl)methoxy)-2-methylpiperidine-1-carboxylate